C1(=CC=C(C=C1)C1=C2C=CC=CC2=C(C2=CC=CC=C12)C=1C=CC(=NC1)Br)C1=CC=CC=C1 5-(10-(biphenyl-4-yl)anthracen-9-yl)-2-bromopyridine